methyl 5'-chloro-2'-(2-(5-cyano-2-methyl-4-oxopyrido[3,4-d]pyrimidin-3(4H)-yl)ethoxy)-2-ethynyl-[1,1'-biphenyl]-3-carboxylate ClC=1C=CC(=C(C1)C1=C(C(=CC=C1)C(=O)OC)C#C)OCCN1C(=NC2=C(C1=O)C(=CN=C2)C#N)C